5-ethyl-2-nonanol C(C)C(CCC(C)O)CCCC